(Z)-6-(4-fluorophenyl)-6-hydroxy-3-(4-methoxyphenyl)-8-phenyloctane-2-en-4,7-diyne-1-al FC1=CC=C(C=C1)C(C#C\C(=C/C=O)\C1=CC=C(C=C1)OC)(C#CC1=CC=CC=C1)O